C(#N)C=1C=2N(C=C(C1)NC(CN1N=C(N3C(C1=O)=CC(=N3)C3CC3)C(C)C)=O)C=NN2 N-(8-cyano-[1,2,4]triazolo[4,3-a]pyridin-6-yl)-2-(2-cyclopropyl-7-isopropyl-4-oxopyrazolo[1,5-d][1,2,4]triazin-5(4H)-yl)acetamide